FC1=C(CN2C(C3=NC=CC=C3C2=O)([2H])[2H])C(=CC(=C1)C=1C2=CN(N=C2C(=CC1)OC)C([2H])([2H])[2H])C 6-(2-fluoro-4-(7-methoxy-2-(methyl-d3)-2H-indazol-4-yl)-6-methylbenzyl)-6,7-dihydro-5H-pyrrolo[3,4-b]pyridin-5-one-7,7-d2